C(C1=CC=CC=C1)OC=1C=CC=C2C=C(NC12)C1=NC=2C(=CC=3CCN(C(C3C2)=O)C[C@@H](CF)NC(OC(C)(C)C)=O)N1C Tert-butyl (S)-(1-(2-(7-(benzyloxy)-1H-indol-2-yl)-1-methyl-5-oxo-1,5,7,8-tetrahydro-6H-imidazo[4,5-g]isoquinolin-6-yl)-3-fluoropropan-2-yl)carbamate